FC1=C(C(=O)N([C@H]2CNCCC2)C2=NC=CC3=CC(=CC=C23)F)C=CC(=C1)NC1=NC=CC=N1 (R)-2-fluoro-N-(6-fluoroisoquinolin-1-yl)-N-(piperidin-3-yl)-4-(pyrimidin-2-ylamino)benzamide